CC1(CNCCN1C(=O)OC(C)(C)C)C Tert-butyl 22-dimethylpiperazine-1-carboxylate